C(C1=CC=CC=C1)N1N=CC(=C1)N1N=CC(=C1)C=1C=C(CC2=NC(=C3NC(=NC3=N2)C2CCCC2)C(=O)N)C=C(C1)F (3-(1'-benzyl-1'H-[1,4'-bipyrazole]-4-yl)-5-fluorobenzyl)-8-cyclopentyl-7H-purine-6-carboxamide